ClC1=CC(=C(C=C1)C=1C=C(C2=C(NC=N2)C1)C(=O)O)C 6-(4-chloro-2-methylphenyl)-1H-benzo[d]imidazole-4-carboxylic acid